ClC1=C(C(=O)NC=C)C=CC=C1 2-chloro-N-vinylbenzamide